3-(2-((((9H-Fluoren-9-yl)methoxy)carbonyl)amino)-4-(tert-butoxy)-4-oxobutanamido)propane-1,2-diyl dioleate C(CCCCCCC\C=C/CCCCCCCC)(=O)OCC(CNC(C(CC(=O)OC(C)(C)C)NC(=O)OCC1C2=CC=CC=C2C=2C=CC=CC12)=O)OC(CCCCCCC\C=C/CCCCCCCC)=O